F[C@H]1CNCC[C@@H]1NC(=O)C1(CC1)CC1=CC(=CC=C1)C N-((3S,4S)-3-fluoropiperidin-4-yl)-1-(3-methylbenzyl)cyclopropane-1-carboxamide